(4-aminopyrimidin-2-yl)-2,5-dimethyl-1-((2-(trimethylsilyl)ethoxy)methyl)-1,2-dihydro-3H-pyrazol-3-one NC1=NC(=NC=C1)C=1C(N(N(C1C)COCC[Si](C)(C)C)C)=O